NC1=NC=2C=CC=CC2C2=C1N=C(N2CC(C)(O)C)CNCC 1-(4-amino-2-ethylaminomethyl-imidazo-[4,5-c]quinolin-1-yl)-2-methylpropan-2-ol